C(C)C(CO)(CO)CCCC 2-ethyl-2-butylpropane-1,3-diol